(3-((5-(3-((1H-Indol-5-yl)oxy)phenyl)-4H-1,2,4-triazol-3-yl)methyl)phenyl)butanoic acid N1C=CC2=CC(=CC=C12)OC=1C=C(C=CC1)C=1NC(=NN1)CC=1C=C(C=CC1)C(C(=O)O)CC